C(CCCCCCCCC)SC=1OC(C2=C(N1)C=CC=C2)=O 2-(Decanylthio)-4H-benzo[d][1,3]oxazin-4-one